ClC1=CC=C(C=C1)NC=1SC2=C(N1)CC[C@@]1([C@H]3CC[C@]/4([C@H]([C@@H]3CC=C12)CC\C4=N/O)C)C (5aR,5bS,7aS,10aS,10bR,E)-2-((4-chlorophenyl)amino)-5a,7a-dimethyl-4,5,5a,5b,6,7,7a,9,10,10a,10b,11-dodecahydro-8H-cyclopenta[7,8]phenanthro[2,1-d]thiazol-8-one oxime